C(=O)(O)C=1C(=C(C=CC1)OB(O)O)C(=O)O dicarboxyphenyl-boric acid